FC1=CC(=C(C=C1)CC1CC2(CNC2)C1)S(=O)(=O)C 6-[(4-fluoro-2-meth-ylsulfonyl-phenyl)-methyl]-2-azaspiro-[3.3]heptane